[OH-].[Al+3].C=CC(C)(C)C1=CC(=CC=C1OOP(OOC1=CC=C(C=C1C(C)(C)C)C(C)(C)C)(O)=O)C(C)(C)C.C=CC(C)(C)C1=CC(=CC=C1OOP(OOC1=CC=C(C=C1C(C)(C)C)C(C)(C)C)(O)=O)C(C)(C)C.[OH-].[OH-] bis[2,2'-methylene-bis(4,6-di-tert-butylphenoxy)phosphoric acid] aluminum hydroxide